BrN1C(=O)NC=2NC(=O)NC2C1=O bromouric acid